6-cyclopentyl-2-(1,3-dimethyl-1H-pyrazol-4-yl)-5-iodo-4(3H)-pyrimidinone C1(CCCC1)C1=C(C(NC(=N1)C=1C(=NN(C1)C)C)=O)I